N-(6-(furan-3-yl)-2-(2-morpholinoethyl)-2H-indazol-5-yl)-2-(pyridin-4-yl)thiazole-4-carboxamide O1C=C(C=C1)C=1C(=CC2=CN(N=C2C1)CCN1CCOCC1)NC(=O)C=1N=C(SC1)C1=CC=NC=C1